1,2,6-trihydroxy-5-oxocyclohex-3-ene-1-carboxylate OC1(C(C=CC(C1O)=O)O)C(=O)[O-]